ClC=1C=C2C=NC(=NC2=CC1C1CCN(CC1)[C@@]1([C@@H](COC1)O)C)NC=1C=NN(C1Cl)C1(CC1)C |o1:17,18| (3S,4S) or (3R,4R)-4-[4-(6-chloro-2-{[5-chloro-1-(1-methylcyclopropyl)-1H-pyrazol-4-yl]amino}quinazolin-7-yl)piperidin-1-yl]-4-methyloxolan-3-ol